2-chloro-4-(5-(2,3-difluoro-4-methoxyphenyl)-1-methyl-1H-imidazole-2-carboxamido)benzoic acid ClC1=C(C(=O)O)C=CC(=C1)NC(=O)C=1N(C(=CN1)C1=C(C(=C(C=C1)OC)F)F)C